3-fluoro-5-((6-fluoro-7-oxo-1-(trifluoromethyl)-6,7-dihydro-5H-cyclopenta[c]pyridin-4-yl)oxy)benzonitrile FC=1C=C(C#N)C=C(C1)OC=1C2=C(C(=NC1)C(F)(F)F)C(C(C2)F)=O